3-(4-hydroxy-3-methoxyphenyl)acrylamide OC1=C(C=C(C=C1)C=CC(=O)N)OC